N=1SN=C2C1C=CC(=C2)C=2OC1=C(C=C(C=C1C(C2C)=O)C)[C@@H](C)OC=2C(=NC(=CC2)Cl)C(=O)N 3-[(1R)-1-[2-(2,1,3-Benzothiadiazol-5-yl)-3,6-dimethyl-4-oxo-chromen-8-yl]ethoxy]-6-chloro-pyridine-2-carboxamide